5-bromo-1H-pyrrolo[2,3-b]pyridine-3-carbaldehyde BrC=1C=C2C(=NC1)NC=C2C=O